2-fluoro-4-isobutyl-6-(4-((5-methylpyridin-2-yl)methyl)piperazin-1-yl)benzonitrile FC1=C(C#N)C(=CC(=C1)CC(C)C)N1CCN(CC1)CC1=NC=C(C=C1)C